N1CC(C1)(C(=O)O)C(=O)O azetidine-3,3-dicarboxylic acid